NC1=NC=C(C(=N1)C1=C(C=2C(NCCC2N1)=O)NC1=C(C(=CC=C1)F)C)F 2-(2-amino-5-fluoropyrimidin-4-yl)-3-[(3-fluoro-2-methylphenyl)amino]-1H,5H,6H,7H-pyrrolo[3,2-c]pyridin-4-one